CC1=C(C=CC=C1)OC(=O)C1=C(N=NS1)CC1=CC=CC=C1 4-benzyl-1,2,3-thiadiazole-5-carboxylic acid-2-methylphenyl ester